OC1(CCN(CC12CCCC2)C(=O)OC(C)(C)C)CN2C=NC=1C(C2=O)=NN(C1)C tert-Butyl 10-hydroxy-10-((2-methyl-7-oxo-2,7-dihydro-6H-pyrazolo[4,3-d]pyrimidin-6-yl)methyl)-7-azaspiro[4.5]decane-7-carboxylate